(3S)-5-(3,3-difluoropiperidin-1-yl)-3-{[5-(2-fluoro-6-methoxyphenyl)-1-(pyridin-2-yl)-1H-pyrazol-3-yl]formamido}pentanoic acid FC1(CN(CCC1)CC[C@@H](CC(=O)O)NC(=O)C1=NN(C(=C1)C1=C(C=CC=C1OC)F)C1=NC=CC=C1)F